2-(2-((3R,4R)-3-Amino-4-fluoropiperidin-1-yl)-4,6-difluoro-1H-benzo[d]imidazol-1-yl)-N-methyl-N-(2,2,2-trifluoroethyl)acetamid N[C@@H]1CN(CC[C@H]1F)C1=NC2=C(N1CC(=O)N(CC(F)(F)F)C)C=C(C=C2F)F